ClC=1C(=CC(=C(C1)C=1C=C2C(=NN=C(C2=CC1)NCC1=C(C=C(C=C1)OC)OC)C)OC)C1CC1 6-(5-CHLORO-4-CYCLOPROPYL-2-METHOXYPHENYL)-N-[(2,4-DIMETHOXYPHENYL)METHYL]-4-METHYLPHTHALAZIN-1-AMINE